7,8-dihydro-5H-1,6-naphthyridin-6-yl-[rac-(5S,7S)-7-fluoro-5-phenyl-6,7-dihydro-5H-pyrrolo[1,2-b][1,2,4]triazol-2-yl]methanone N1=CC=CC=2CN(CCC12)C(=O)C=1N=C2N(N1)[C@@H](C[C@@H]2F)C2=CC=CC=C2 |r|